1-[1-(4-fluoro-3-methyl-phenyl)-1H-1,2,3,4-tetrazol-5-yl]methanamine FC1=C(C=C(C=C1)N1N=NN=C1CN)C